C[C@H]1[C@@H]([C@H]([C@H]([C@@H](O1)OC[C@H]([C@H]([C@@H]([C@H](C=O)O)O)O)O)O)O)O 6-O-(6-deoxy-alpha-L-mannopyranosyl)-D-glucose